2-benzyl-N-(3-fluoro-5-(1-methyl-1H-pyrazol-4-yl)benzyl)-3-methyl-3H-imidazo[4,5-c]pyridine-4-carboxamide C(C1=CC=CC=C1)C1=NC2=C(C(=NC=C2)C(=O)NCC2=CC(=CC(=C2)C=2C=NN(C2)C)F)N1C